FC(S(=O)(=O)N1CCCCC1)F (difluoromethanesulfonyl)piperidin